C(N)(=O)OCC(COC(N)=O)(C1=CC=CC=C1)F 2-fluoro-2-phenyl-1,3-propanediol dicarbamate